BrC1=CC2=NC=C3C(=C2S1)N(C(=N3)CCCC)CC3CCNCC3 4-((7-bromo-2-butyl-1H-imidazo[4,5-d]thieno[3,2-b]pyridin-1-yl)methyl)piperidine